methyl 1,3-diphenyl-1H-furo[2,3-c]pyrazole-5-carboxylate C1(=CC=CC=C1)N1N=C(C2=C1OC(=C2)C(=O)OC)C2=CC=CC=C2